3-(4-(7-aminoheptyl)-3-methyl-2-oxo-2,3-dihydro-1H-benzo[d]imidazol-1-yl)piperidine-2,6-dione NCCCCCCCC1=CC=CC=2N(C(N(C21)C)=O)C2C(NC(CC2)=O)=O